(R)-N-(5-chloro-4-methylthiazol-2-yl)-2-(3,4-dicyanophenyl)-2-((S)-3,3-difluorocyclopentyl)acetamide ClC1=C(N=C(S1)NC([C@H]([C@@H]1CC(CC1)(F)F)C1=CC(=C(C=C1)C#N)C#N)=O)C